5-methoxy-1,2-dihydropyridin-2-one COC=1C=CC(NC1)=O